N-(5-((R)-2-cyclobutyl-2-hydroxyacetyl)-6-((2-fluoro-[1,1'-biphenyl]-3-yl)methyl)-5-azaspiro[2.4]heptan-7-yl)methanesulfonamide C1(CCC1)[C@H](C(=O)N1CC2(CC2)C(C1CC=1C(=C(C=CC1)C1=CC=CC=C1)F)NS(=O)(=O)C)O